3-(5-(4-methoxyisoquinolin-1-yl)-1-oxoisoindolin-2-yl)piperidine-2,6-dione COC1=CN=C(C2=CC=CC=C12)C=1C=C2CN(C(C2=CC1)=O)C1C(NC(CC1)=O)=O